BrC=1C=CC(=NC1)CNC 1-(5-bromopyridin-2-yl)-N-methyl-methylamine